COC1=C(C=CC=C1)C(C)N1N=CC(=C1)C=1C=CCN(C1)C 5-(1-(1-(2-methoxy-phenyl)ethyl)-1H-pyrazol-4-yl)-1-methyl-pyridin